C(C)(C)(C)OC1=C(C=CC=C1)C 2-methylphenyl tert-butyl ether